NC=1C=C(C=C(C1)C)S(=O)(=O)NC(C)(C)C 3-amino-N-(tert-butyl)-5-methylbenzenesulfonamide